C(C)(=O)OCC1=CC=C(C=C1)NC1=NC=C(C=C1[N+](=O)[O-])C(N)=O 4-((5-carbamoyl-3-nitropyridin-2-yl)amino)benzyl acetate